P(=O)(OCC1=CC=CC=C1)(OCC1=CC=CC=C1)OC1=C(C=C(C=C1OC)P(=O)(OCC1=CC=CC=C1)OCC1=CC=CC=C1)CO dibenzyl (4-(bis(benzyloxy)phosphoryl)-2-(hydroxymethyl)-6-methoxyphenyl) phosphate